CC(CN1CCC(CC1)N1CCC(=CC1)C1=CC2=C(C(=N1)C(F)(F)F)N=C(N2C)C2=CC=C(C=C2)S(=O)(=O)C)(C)O 2-methyl-1-(4-(4-(1-methyl-2-(4-(methylsulfonyl)phenyl)-4-(trifluoromethyl)-1H-imidazo[4,5-c]pyridin-6-yl)-3,6-dihydropyridin-1(2H)-yl)piperidin-1-yl)propan-2-ol